(R)-[(2R,5R)-5-{[(1r,4R)-4-methoxycyclohexyl]methyl}-2-pyrrolidinyl](o-fluorophenyl)methanol COC1CCC(CC1)C[C@H]1CC[C@@H](N1)[C@H](O)C1=C(C=CC=C1)F